2-carbomethoxy-1-methylvinyl dimethyl phosphate P(=O)(OC(=CC(=O)OC)C)(OC)OC